1-(3-(4-fluorophenyl)-7-methyl-2-(1-methyl-1H-tetrazol-5-yl)quinolin-5-yl)ethan-1-one FC1=CC=C(C=C1)C=1C(=NC2=CC(=CC(=C2C1)C(C)=O)C)C1=NN=NN1C